[Li+].C(C)OC(=O)N1CCN(CCC1)C1CCC(CC1)C(=O)[O-] 4-[4-(ethoxycarbonyl)-1,4-diazepan-1-yl]cyclohexanecarboxylic acid lithium salt